bromo-2-(bromomethyl)-N-methylbenzenesulfonamide BrC=1C(=C(C=CC1)S(=O)(=O)NC)CBr